N1(CCCC1)CCNC(=O)OC(CC(=O)O)CCCC 3-(((2-(pyrrolidin-1-yl)ethyl)carbamoyl)oxy)heptanoic acid